Aminosulfonic acid ethyl ester C(C)OS(=O)(=O)N